(E)-(2-fluorophenyl)(imino)(2-(pyridin-2-yl)vinyl)-λ6-sulfanone FC1=C(C=CC=C1)S(=O)(\C=C\C1=NC=CC=C1)=N